sodium bis(isooctyloxy) phosphate P(=O)(OOCCCCCC(C)C)(OOCCCCCC(C)C)[O-].[Na+]